tri(2,2,4-trimethyl-1-pentyl)citrate CC(CC(C(C(C(=O)[O-])(CC(CC(C)C)(C)C)CC(CC(C)C)(C)C)(O)C(=O)[O-])C(=O)[O-])(CC(C)C)C